C(C)(C)(C)OC(=O)N[C@H]1CN(CCC1(F)F)CC1=CC(=NC=C1)C(=O)O 4-{[(3S)-3-{[(tert-butoxy)carbonyl]amino}-4,4-difluoropiperidin-1-yl]methyl}pyridine-2-carboxylic acid